(4-methoxybenzyl)-2-methyl-3-phenylquinolin-6-amine COC1=CC=C(CC2=C(C(=NC3=CC=C(C=C23)N)C)C2=CC=CC=C2)C=C1